C1(=C(C(=C(C2=C(C(=C(C(=C12)[2H])[2H])[2H])[2H])[2H])[2H])C(=O)O)[2H] 2-naphthoic acid-d7